6-(4-bromo-2-fluoro-phenylamino)-7-fluoro-3-methyl-3H-benzoimidazole-5-carboxylic acid (2-hydroxy-ethoxy)-amide OCCONC(=O)C1=CC2=C(N=CN2C)C(=C1NC1=C(C=C(C=C1)Br)F)F